(R)-1-((R)-5H-imidazo[5,1-a]isoindol-5-yl)ethane-1,2-diol C=1N=CN2C1C1=CC=CC=C1[C@@H]2[C@H](CO)O